IC=1C(=C(C(=O)O)C=CC1)C 3-iodo-2-methylbenzoic acid